S1(CCC=CC1)(=O)=O 3,6-dihydro-2H-thiopyran-1,1-dioxide